bisfluoro sulfone FS(=O)(=O)F